CN1N=CC(=C1)C=1OC2=C(N1)C=CC(=C2)[N+](=O)[O-] 2-(1-methyl-1H-pyrazol-4-yl)-6-nitro-1,3-benzoxazole